C(C1=CC=CC=C1)N(C1CCC(CC1)C(=O)N1CC(C2=NC(=CC=C21)C)(C)C)C ((1r,4r)-4-(benzyl(methyl)amino)cyclohexyl)(3,3,5-trimethyl-2,3-dihydro-1H-pyrrolo[3,2-b]pyridin-1-yl)methanone